[Br-].C(C1=CC=CC=C1)[N+]1=CC=2NC(CN(C2C=C1)C(=O)OC(C)(C)C)=O tert-Butyl 6-benzyl-3-oxo-2,4-dihydropyrido[3,4-b]pyrazin-6-ium-1-carboxylate bromide